5-CHLORO-1-PHENYL-3-PROPYL-1H-PYRAZOLE-4-CARBALDEHYDE ClC1=C(C(=NN1C1=CC=CC=C1)CCC)C=O